ClC=1C(N(C(=CC1OCC1=NC=C(C=C1F)F)C)C1=CC(=NC=C1C)C1=NC(=NC=C1)C1(CCOCC1)O)=O rel-3-chloro-4-((3,5-difluoropyridin-2-yl)methoxy)-2'-(2-(4-hydroxytetrahydro-2H-pyran-4-yl)pyrimidin-4-yl)-5',6-dimethyl-2H-[1,4'-bipyridin]-2-one